3-((4-chloro-2',3',4',5',6,6'-hexafluoro-[1,1'-biphenyl]-3-yl)oxy)-2-nitropyridine ClC1=C(C=C(C(=C1)F)C1=C(C(=C(C(=C1F)F)F)F)F)OC=1C(=NC=CC1)[N+](=O)[O-]